(S)-N-benzyl-2-(2,5-dioxo-2,5-dihydro-1H-pyrrol-1-yl)propanamide C(C1=CC=CC=C1)NC([C@H](C)N1C(C=CC1=O)=O)=O